4-[2-[2-(4,6-dimethylpyrimidin-5-yl)-4-nitro-phenoxyl]ethyl]morpholine CC1=NC=NC(=C1C1=C(OCCN2CCOCC2)C=CC(=C1)[N+](=O)[O-])C